2-[3-[1,2-difluoro-1-methyl-2-(4-methyl-1,2,4-triazol-3-yl)ethyl]phenyl]-3-oxo-7-(trifluoromethyl)isoindoline-5-carbaldehyde FC(C(C1=NN=CN1C)F)(C)C=1C=C(C=CC1)N1CC2=C(C=C(C=C2C1=O)C=O)C(F)(F)F